fluoro-2-((4-fluoro-2-propionylphenyl)amino)-4-(trifluoromethyl)-benzoic acid methyl ester COC(C1=C(C(=C(C=C1)C(F)(F)F)F)NC1=C(C=C(C=C1)F)C(CC)=O)=O